[C@H]12CC(C[C@H](CC1)N2)NC(C(F)(F)F)=O N-((1R,3s,5S)-8-Azabicyclo[3.2.1]octan-3-yl)-2,2,2-trifluoroacetamide